pentafluoropentane CCCC(C(F)(F)F)(F)F